ClC=1C(=NC(=NC1)N[C@H]1CN(CCC1)CC=1CCN(CC1)C(=O)OC(C)(C)C)C1=CNC2=NC=CC=C21 tert-butyl (R)-4-((3-((5-chloro-4-(1H-pyrrolo[2,3-b]pyridin-3-yl) pyrimidin-2-yl) amino) piperidin-1-yl) methyl)-3,6-dihydropyridine-1(2H)-carboxylate